C(C)N1N=C(C2=C1C(NCC1(CCOCC1)C2)=O)C[C@H](COC(=O)C2=CC=NS2)C Isothiazole-5-carboxylic acid [(2R)-3-(1-ethyl-8-oxo-spiro[6,7-dihydro-4H-pyrazolo[3,4-c]azepin-5,4'-tetrahydropyran]-3-yl)-2-methyl-propyl] ester